CC1(CCCC2=CC=CC=C12)CC1=CC=CC=C1 methylbenzyl-tetraline